C1(CC1)SC1=CC=C(C=C1)NN [p-(cyclopropylthio)phenyl]hydrazine